C1(=CC(=CC=C1)C(C)C)C1=CC=CC=C1 2-(biphenyl-3-yl)propan